heptadecylene glycol diacrylate C(C=C)(=O)OCCCCCCCCCCCCCCCCCOC(C=C)=O